sodium [1-13C]acetate [13C](C)(=O)[O-].[Na+]